Methyl ((trans-4-((3-(1-cyclopropyl-1H-pyrazol-4-yl)phenyl)((trans-4-(4-methoxy-3-methylphenyl)cyclohexyl)methyl)carbamoyl)-cyclohexyl)methyl)carbamate C1(CC1)N1N=CC(=C1)C=1C=C(C=CC1)N(C(=O)[C@@H]1CC[C@H](CC1)CNC(OC)=O)C[C@@H]1CC[C@H](CC1)C1=CC(=C(C=C1)OC)C